C(C)(C)(C)OC(NN1C(CC1)=CC(C)=O)=O (2-oxopropylidene)azetidine-1-carbamic acid tert-butyl ester